(R)-N-((S)-1-(5-(2-methoxyquinolin-3-yl)-1H-imidazol-2-yl)-7-oxononyl)-5-methyl-5-azaspiro[2.3]hexane-1-carboxamide COC1=NC2=CC=CC=C2C=C1C1=CN=C(N1)[C@H](CCCCCC(CC)=O)NC(=O)[C@@H]1CC12CN(C2)C